N1(CCC1)CC1=CC(NC=C1)C 4-(azetidin-1-ylmethyl)-1H-picoline